C(CCCCCCC)C1(C2=CC(=CC=C2C=2C=CC(=CC12)C=1SC(=CC1)SC)C=1SC=CC1)CCCCCCCC 2-(9,9-dioctyl-7-(thiophen-2-yl)-9H-fluoren-2-yl)-5-(methylthio)thiophene